2-anilino-4,6-dimercaptotriazine N(C1=CC=CC=C1)N1NC(=CC(=N1)S)S